CC1=C(C(=CC=C1)C)C1=NC(=NC(=C1)OC1CNCC2=CN=CC=C12)NS(=O)(=O)C=1C=C(C(=O)O)C=CC1 3-(N-(4-(2,6-dimethylphenyl)-6-((1,2,3,4-tetrahydro-2,7-naphthyridin-4-yl)oxy)pyrimidin-2-yl)sulfamoyl)benzoic acid